C(C1=CC=CC=C1)OC(=O)NC(C(=O)[O-])CCCC (benzyloxycarbonylamino)hexanoate